COC1=NC=C(C2=C1N=C(S2)NC(=O)N2C[C@H](CC2)CN(C)C)C=2C=NN(C2)C (R)-3-Dimethylaminomethyl-pyrrolidine-1-carboxylic acid [4-methoxy-7-(1-methyl-1H-pyrazol-4-yl)-thiazolo[4,5-c]pyridin-2-yl]-amide